2-[(5-chloro-4,6-dimethylpyridin-2-yl)amino]-N-methyl-N-phenylacetamide ClC=1C(=CC(=NC1C)NCC(=O)N(C1=CC=CC=C1)C)C